4-hydroxyphenylboronic acid methyliminodiacetate CN(CC(=O)O)CC(=O)O.OC1=CC=C(C=C1)B(O)O